Tert-butyl N-(2-chloro-5-fluoropyridin-3-yl)carbamate ClC1=NC=C(C=C1NC(OC(C)(C)C)=O)F